C(CNC(=O)C1=CC=CC=C1)(=O)N[C@@H](CC1=CNC=N1)C(=O)O hippuryl-histidine